OC1=C(C=C(C(=C1OC)OC)OC)CCC1=CC(=CC=C1)OC hydroxy-3,3',4,5-tetramethoxybibenzyl